(R)-5-(2-((2,3-dihydro-1H-inden-1-yl)amino)pyrimidin-5-yl)-1,3,4-oxadiazol-2(3H)-one [C@H]1(CCC2=CC=CC=C12)NC1=NC=C(C=N1)C1=NNC(O1)=O